(R)-3-((3-fluoro-2-methoxyphenyl)amino)-2-(3-(2-methoxy-2-methylpropoxy)pyridin-4-yl)-6-methyl-5,6-dihydropyrrolo[3,4-b]pyrrol-4(1H)-one FC=1C(=C(C=CC1)NC=1C2=C(NC1C1=C(C=NC=C1)OCC(C)(C)OC)[C@H](NC2=O)C)OC